Pyrrolo[2,3-e]Pyridin N1C=CC2=C1C=CC=N2